CC1=NC(=CC(=C1)C1=NC(=NO1)C1=CC2=C(N(N=N2)C(C)C)C=C1)C 5-(2,6-dimethylpyridin-4-yl)-3-(1-isopropyl-1H-benzo[d][1,2,3]triazol-5-yl)-1,2,4-oxadiazole